2-(4-(4-(aminomethyl)-8-cyclopropyl-1-oxo-1,2-dihydrophthalazin-6-yl)-1-methyl-1H-pyrazol-5-yl)-4-chloro-6-cyclopropoxy-3-fluorobenzonitrile NCC1=NNC(C2=C(C=C(C=C12)C=1C=NN(C1C1=C(C#N)C(=CC(=C1F)Cl)OC1CC1)C)C1CC1)=O